4-(5-methoxycarbonyl-thiophen-2-yl)-piperazine-1-carboxylic acid tert-butyl ester C(C)(C)(C)OC(=O)N1CCN(CC1)C=1SC(=CC1)C(=O)OC